N6-benzyladenosine-5'-monophosphate sodium salt [Na+].P(=O)([O-])([O-])OC[C@@H]1[C@H]([C@H]([C@@H](O1)N1C=NC=2C(NCC3=CC=CC=C3)=NC=NC12)O)O.[Na+]